FC(C(=O)N1CC2=C(C=CC=C2CC1)S(=O)(=O)N1CC2(CCC2)CC1C)(F)F 2,2,2-Trifluoro-1-(8-((7-methyl-6-azaspiro[3.4]octan-6-yl)sulfonyl)-3,4-dihydroisoquinolin-2(1H)-yl)ethan-1-one